5-chloro-N-(7-fluorochroman-4-yl)-2-methoxynicotinamide ClC=1C=NC(=C(C(=O)NC2CCOC3=CC(=CC=C23)F)C1)OC